C(C1=CC=CC=C1)O[C@@H]1[C@H](N(C[C@@H]([C@H]1OCC1=CC=CC=C1)OCC1=CC=CC=C1)CC1CCN(CC1)C1=CC=C(C=C1)C(F)(F)F)C (2R,3R,4R,5S)-3,4,5-tris(benzyloxy)-2-methyl-1-((1-(4-(trifluoromethyl)phenyl)piperidin-4-yl)methyl)piperidine